(E)-1-(7-(3-fluorophenoxy)-3,4-dihydroisoquinolin-2(1H)-yl)-4-morpholinobut-2-en-1-one FC=1C=C(OC2=CC=C3CCN(CC3=C2)C(\C=C\CN2CCOCC2)=O)C=CC1